2-([(2E)-3-(4-hydroxyphenyl)-2-propenoyl]oxy)succinic acid OC1=CC=C(C=C1)/C=C/C(=O)OC(C(=O)O)CC(=O)O